C(C)SC=1C=C(C=NC1C=1C=C2C=CC(N(C2=CN1)CC(F)(F)F)=O)C1(CC1)C#N 1-[5-ethylsulfanyl-6-[2-oxo-1-(2,2,2-trifluoroethyl)-1,7-naphthyridin-6-yl]-3-pyridinyl]cyclopropanecarbonitrile